ClCC=1OC(=NN1)C1=C(C=CC=C1)Cl 2-(chloromethyl)-5-(2-chlorophenyl)-1,3,4-oxadiazole